1-{2-cyclopropyl-4-[4-(2-methoxy-phenyl)-piperidin-1-yl]-quinazolin-6-yl}-piperidin-4-ol C1(CC1)C1=NC2=CC=C(C=C2C(=N1)N1CCC(CC1)C1=C(C=CC=C1)OC)N1CCC(CC1)O